2-(3-{4-azaspiro[2.4]heptane-4-carbonyl}-4H,5H,6H,7H-[1,2]oxazolo[4,5-c]pyridine-5-carbonyl)-1H-indole C1CC12N(CCC2)C(=O)C2=NOC1=C2CN(CC1)C(=O)C=1NC2=CC=CC=C2C1